NC1=C2C(=NC=N1)N(N=C2C2=CC=C(C=C2)OC2=CC=CC=C2)C2CCN(CC2)CC=2C=C(N=NC2)N2C(NC(CC2)=O)=O 1-(5-((4-(4-amino-3-(4-phenoxyphenyl)-1H-pyrazolo[3,4-d]pyrimidin-1-yl)piperidin-1-yl)methyl)pyridazin-3-yl)dihydropyrimidine-2,4(1H,3H)-dione